FC(C(=O)OCCC(CCCCCCCCC)NCCCN(C)C)(CCCCCCCC)CCCCCC 3-{[3-(dimethylamino)propyl]amino}dodecyl 2-fluoro-2-hexyldecanoate